CC1=NC=CC(C1OCC=C)=O 2-methyl-3-(2-propen-1-oxy)-pyridin-4-one